C(#N)C1=CC=C(C=C1)S(=O)(=O)NC=1C=2C3=C(C(N(C3=CC1)CC)=O)C=CC2 4-cyano-N-(1-ethyl-2-oxo-1,2-dihydrobenzo[cd]indol-6-yl)benzenesulfonamide